3-amino-6-chloro-2-(5-methyl-1-(tetrahydro-2H-pyran-2-yl)-1H-indazol-4-yl)isonicotinic acid ethyl ester C(C)OC(C1=C(C(=NC(=C1)Cl)C1=C2C=NN(C2=CC=C1C)C1OCCCC1)N)=O